ClC=1C(=CC(=NC1)NC(C)C)C=1C=CN(C1)[C@H](CO)C1=CC(=CC=C1)Cl (S)-4-(5-chloro-2-(isopropylamino)pyridin-4-yl)-N-(1-(3-chlorophenyl)-2-hydroxyethyl)-1H-pyrrole